NC=1C=NC=C(C(=O)N2C[C@H](N(CC2)C(C=2C=C(C#N)C=CC2)C2=CC=CC=C2)CS(=O)(=O)C)C1 3-{[(S)-4-(5-amino-nicotinoyl)-2-(mesylmethyl)-1-piperazinyl]phenylmethyl}benzonitrile